3-(4-{[(2,4-dimethoxyphenyl)methyl]amino}-5-(1-methyl-1H-pyrazol-3-yl)-7H-pyrrolo[2,3-d]pyrimidin-7-yl)-2-fluorocyclopentan-1-ol COC1=C(C=CC(=C1)OC)CNC=1C2=C(N=CN1)N(C=C2C2=NN(C=C2)C)C2C(C(CC2)O)F